FC(C(=O)O)(F)F.NC1=NC(=C(C=C1C=1C=C2CCNC(C2=CC1)=O)C1=CC=C(C=C1)N1CCNCC1)F 6-(2-amino-6-fluoro-5-(4-(piperazin-1-yl)phenyl)pyridin-3-yl)-3,4-dihydroisoquinolin-1(2H)-one trifluoroacetic acid salt